4-ethynyl-Benzaldehyde C(#C)C1=CC=C(C=O)C=C1